FC=1C=C2C=NN(C2=C(C1O)F)C1=CC=C(C=C1)N1CCN(CC1)S(=O)(=O)C(C)C 5,7-Difluoro-1-(4-(4-(isopropylsulfonyl)piperazin-1-yl)phenyl)-1H-indazol-6-ol